2-phenyl-5-trifluoromethyl-2,4-dihydro-3H-pyrazol-3-one C1(=CC=CC=C1)N1N=C(CC1=O)C(F)(F)F